(2R,5S)-4-N-Boc-2,5-dimethylpiperazine C(=O)(OC(C)(C)C)N1C[C@H](NC[C@@H]1C)C